2,4-dihydroxy-5-isopropyl-N-(quinolin-8-yl)benzamide OC1=C(C(=O)NC=2C=CC=C3C=CC=NC23)C=C(C(=C1)O)C(C)C